2,3-dimethyl-p-bromophenyl sulfone CC1=C(C=CC(=C1C)Br)S(=O)(=O)C1=C(C(=C(C=C1)Br)C)C